4-chlorobenzyl (4-((pyrimidine-5-carboxamido)meth-yl)phenyl)carbamate N1=CN=CC(=C1)C(=O)NCC1=CC=C(C=C1)NC(OCC1=CC=C(C=C1)Cl)=O